dicyclohexylphosphinyl-magnesium chloride C1(CCCCC1)P(=O)(C1CCCCC1)[Mg]Cl